C(C)(=O)C=1C2=C(C(=NC1)N)C(=NN2[C@@H]2CN(CC2)C(C=C)=O)C#CC2=CC1=C(N(C=N1)C)C=C2F (S)-1-(3-(7-acetyl-4-amino-3-((6-fluoro-1-methyl-1H-benzo[d]imidazol-5-yl)ethynyl)-1H-pyrazolo[4,3-c]pyridin-1-yl)pyrrolidin-1-yl)prop-2-en-1-one